[Si](C)(C)(C(C)(C)C)O[C@@H](CCC(=O)OC)C(C(C1=CC=CC=C1)[S@@](=O)C(C)(C)C)N[S@@](=O)C(C)(C)C Methyl (4S)-4-((tert-butyldimethylsilyl)oxy)-6-((R)-tert-butylsulfinyl)-5-(((S)-tert-butylsulfinyl)amino)-6-phenylhexanoate